(R)-17-((4-decylphenyl)carbamoyl)-1-(2,5-dioxo-2,5-dihydro-1H-pyrrol-1-yl)-15-oxo-3,6,9,12-tetraoxa-16-azaoctadeca-18-yl-phosphoric acid C(CCCCCCCCC)C1=CC=C(C=C1)NC(=O)[C@H](NC(CCOCCOCCOCCOCCN1C(C=CC1=O)=O)=O)COP(O)(O)=O